CC=1C(OC2=CC=CC=C2C1)=O methyl-chromen-2-one